CC=1C2C(C(C(C1C)CC2)C(=O)O)C(=O)O.C(C(C)(C)C)O neopentyl alcohol 5,6-dimethyl-bicyclo[2.2.2]oct-5-ene-2,3-dicarboxylate